COC(CC1=CC(=CC=C1)SCC1=CC=CC=C1)=O 2-(3-(benzylthio)phenyl)acetic acid methyl ester